N-(3-bromopropyl)thiophene-2-formamide BrCCCNC(=O)C=1SC=CC1